NC=1N=CC2=C(N1)N(C(C(=C2)C=2C(=C(C=CC2F)NS(=O)(=O)C=2C(=NC=C(C2)Cl)OC)F)=O)C(C)C N-(3-(2-Amino-8-isopropyl-7-oxo-7,8-dihydropyrido[2,3-d]pyrimidin-6-yl)-2,4-difluorophenyl)-5-chloro-2-methoxypyridine-3-sulfonamide